1-((R)-2-(3-((2-(4-methoxypiperidin-1-yl)pyrimidin-4-yl)amino)-8-((3R,4R)-2,2,4-trimethyl-3-((methylsulfonyl)methyl)azetidin-1-yl)isoquinolin-5-yl)piperidin-1-yl)prop-2-en-1-one COC1CCN(CC1)C1=NC=CC(=N1)NC=1N=CC2=C(C=CC(=C2C1)[C@@H]1N(CCCC1)C(C=C)=O)N1C([C@@H]([C@H]1C)CS(=O)(=O)C)(C)C